3,4-dimethylenehex-5-ene C=C(CC)C(C=C)=C